6-(cyclopropanecarboxamido)-N-(methyl-d3)-4-((2,4,5-trimethyl-4,5-dihydro-2H-pyrazolo[4,3-c]quinolin-6-yl)amino)nicotinamide C1(CC1)C(=O)NC1=NC=C(C(=O)NC([2H])([2H])[2H])C(=C1)NC1=CC=CC=2C=3C(C(N(C12)C)C)=CN(N3)C